C1(CC1)C([C@@H](C(=O)NC1=CC=C(C=C1)C=1C(=NNC1C)C)NC(=O)C1=CC=NN1CC#C)C1CC1 (S)-N-(1,1-dicyclopropyl-3-((4-(3,5-dimethyl-1H-pyrazol-4-yl)phenyl)amino)-3-oxopropan-2-yl)-1-(prop-2-yn-1-yl)-1H-pyrazole-5-carboxamide